C1=CC=CC=2C3=CC=CC=C3C(C12)COC(=O)N[C@H](C(=O)O)CC=1C(N(C=CC1)C)=O (S)-2-((((9H-fluoren-9-yl)methoxy)carbonyl)amino)-3-(1-methyl-2-oxo-1,2-dihydropyridin-3-yl)propanoic acid